3,5,3',5'-Tetramethylbenzidine CC=1C=C(C=C(C1N)C)C1=CC(=C(N)C(=C1)C)C